ClC1=CC=CC(=N1)C1CCN(CC1)CC1=NC2=C(N1C[C@H]1OCC1)C=C(C=C2)C(=O)OC(C)(C)C (S)-tert-butyl 2-((4-(6-chloropyridin-2-yl) piperidin-1-yl) methyl)-1-(oxetan-2-ylmethyl)-1H-benzo[d]imidazole-6-carboxylate